prolyl-threonine N1[C@@H](CCC1)C(=O)N[C@@H]([C@H](O)C)C(=O)O